CN1N=C(C=C1N)[C@@H]1CN(CC1)CCC (S)-1-methyl-3-(1-propyl-pyrrolidin-3-yl)-1H-pyrazol-5-amine